(2S,4R)-4-fluoro-N-[(S)-[6-fluoro-5-(propan-2-yl)pyridin-2-yl](phenyl)methyl]-1-{2-[4-(trifluoromethyl)-1H-pyrazol-1-yl]acetyl}pyrrolidine-2-carboxamide F[C@@H]1C[C@H](N(C1)C(CN1N=CC(=C1)C(F)(F)F)=O)C(=O)N[C@@H](C1=CC=CC=C1)C1=NC(=C(C=C1)C(C)C)F